Tert-butyl (R)-4-(5-cyanopyridin-2-yl)-2-methylpiperazine-1-carboxylate C(#N)C=1C=CC(=NC1)N1C[C@H](N(CC1)C(=O)OC(C)(C)C)C